C(C)(C)(C)OC(=O)N1CC2=C(C=C(C(=C2CC1)F)C(F)F)O[C@@H]1[C@H]([C@H]([C@@H](C1)N1C=CC2=C1N=CN=C2C)O)O 6-(difluoromethyl)-8-(((1S,2S,3S,4R)-2,3-dihydroxy-4-(4-methyl-7H-pyrrolo[2,3-d]pyrimidin-7-yl)cyclopentyl)oxy)-5-fluoro-3,4-dihydroisoquinoline-2(1H)-carboxylic acid tert-butyl ester